methyl 8-(3,3-dimethylpiperazin-1-yl)-8-oxooctanoate hydrochloride Cl.CC1(CN(CCN1)C(CCCCCCC(=O)OC)=O)C